7-(dibutoxymethyl)-2-{4-[(3S)-piperidin-3-yl]phenyl}-2-azaspiro[3.5]nonane C(CCC)OC(C1CCC2(CN(C2)C2=CC=C(C=C2)[C@H]2CNCCC2)CC1)OCCCC